2'-(6-chloro-5-fluoro-1H-indole-2-carbonyl)-9'-methyl-1',2',3',4'-tetrahydro-7'H-spiro[cyclopropane-1,8'-pyrido[4',3':3,4]pyrazolo[1,5-a]pyrazin]-10'(9'H)-one ClC1=C(C=C2C=C(NC2=C1)C(=O)N1CC=2C(=NN3C2C(N(C2(C3)CC2)C)=O)CC1)F